NC=1N=NC=C(N1)N[C@H](C)C1=NN2C(C=C(C=C2N2C(C3CC3C2)=O)C2CC2)=C1 |o1:8| 3-(2-((R*)-1-((3-amino-1,2,4-triazin-5-yl)amino)ethyl)-5-cyclopropylpyrazolo[1,5-a]pyridin-7-yl)-3-azabicyclo[3.1.0]hexan-2-one